C(C=C)(=O)OCC1OC(OC1)(C)CC(C)C (2-isobutyl-2-methyl-1,3-dioxolan-4-yl)methyl acrylate